3-amino-1-ethylaminopropane NCCCNCC